N1(N=CN=C1)CCNC=1C=CC(=NC1)NC(C(F)(F)F)C1=CC=CC=C1 N5-(2-(1H-1,2,4-triazol-1-yl)ethyl)-N2-(2,2,2-trifluoro-1-phenylethyl)pyridine-2,5-diamine